3-Chloro-4-(2-chloro-3-(5-formyl-6-methoxypyridin-2-yl)phenyl)-5'-methoxy-[2,3'-bipyridine]-6'-carbaldehyde ClC=1C(=NC=CC1C1=C(C(=CC=C1)C1=NC(=C(C=C1)C=O)OC)Cl)C=1C=NC(=C(C1)OC)C=O